6-((2-methoxy-4-(morpholinosulfonyl)phenyl)amino)-4-(propylamino)-1H-pyrrolo[2,3-b]pyridine-3-carbonitrile COC1=C(C=CC(=C1)S(=O)(=O)N1CCOCC1)NC1=CC(=C2C(=N1)NC=C2C#N)NCCC